O1COC2=C1C=CC(=C2)COC2=CC=CC(=N2)C=2CC=NCC2 6-(benzo[d][1,3]dioxolan-5-ylmethoxy)-3',6'-dihydro-[2,4'-bipyridine]